3-(aminomethyl)-6-methyl-4-(trifluoromethyl)pyridin-2(1H)-one NCC=1C(NC(=CC1C(F)(F)F)C)=O